2-((4-((S)-3-aminopyrrolidin-1-yl)-1,2-dimethyl-1H-benzo[d]imidazol-5-yl)carbamoyl)-6-(2-fluoro-6-methoxyphenyl)pyridine 1-oxide N[C@@H]1CN(CC1)C1=C(C=CC=2N(C(=NC21)C)C)NC(=O)C2=[N+](C(=CC=C2)C2=C(C=CC=C2OC)F)[O-]